3-(trifluoromethyl)oxetan-3-amine hydrochloride Cl.FC(C1(COC1)N)(F)F